tert-butyl 3-(2-((3-(difluoromethoxy)-4-fluorophenyl)amino)-2-oxoethyl)azetidine-1-carboxylate FC(OC=1C=C(C=CC1F)NC(CC1CN(C1)C(=O)OC(C)(C)C)=O)F